C1=CC(=C2C=CC=C3C4=CC=CC=C4C1=C23)C=2C=C(C=C(C2)C=2C=CC=3C1=CC=CC=C1C1=CC=CC2C31)C3=NC(=NC(=N3)C3=CC=CC=C3)C=3C=NC=CC3 2-(3,5-bis(3-fluoranthenyl)phenyl)4-phenyl-6-(3-pyridyl)-1,3,5-triazine